C(C)(C)(C)OC(NC1=CC(=CC=C1)C(F)(F)F)=O N-[3-(trifluoromethyl)phenyl]Carbamic acid tert-butyl ester